1-(4-((1H-pyrrolo[2,3-b]pyridin-5-yl)oxy)phenyl)-3-(3-(trifluoromethyl)phenyl)urea N1C=CC=2C1=NC=C(C2)OC2=CC=C(C=C2)NC(=O)NC2=CC(=CC=C2)C(F)(F)F